1-bromooctadecanene BrC=CCCCCCCCCCCCCCCCC